benzyl (S)-4-isopentyl-5-oxooxazolidine-3-carboxylate C(CC(C)C)[C@@H]1N(COC1=O)C(=O)OCC1=CC=CC=C1